CC(C)(C)C1=CC(=CC(=C1O)C(C)(C)C)CCC(=O)NCCCCCCNC(=O)CCC2=CC(=C(C(=C2)C(C)(C)C)O)C(C)(C)C N,N'-hexane-1,6-diylbis[3-(3,5-di-tert-butyl-4-hydroxyphenyl)propanamide]